tert-butyl 3-(1-((tert-butylsulfinyl)amino)-2-hydroxyethyl)-3-fluoroazetidine-1-carboxylate C(C)(C)(C)S(=O)NC(CO)C1(CN(C1)C(=O)OC(C)(C)C)F